5-(4-Amino-2-chloro-5-fluorophenyl)-N-methyl-N-(2,2,2-trifluoroethyl)pyridin-2-amine NC1=CC(=C(C=C1F)C=1C=CC(=NC1)N(CC(F)(F)F)C)Cl